C(C)SN1N=CN=N1 (ethylthio)-2H-tetrazole